CCCBr n-propyl bromide